C[C@H]1N(C[C@@H](NC1)C)C=1C2=C(N=CN1)N(C=C2C(F)(F)F)C=2C=C(C#N)C=CN2 2-(4-((2R,5S)-2,5-dimethylpiperazin-1-yl)-5-(trifluoromethyl)-7H-pyrrolo[2,3-d]pyrimidin-7-yl)isonicotinonitrile